NCCCNC(C1=CC(=CC=C1)S)=O N-(3-aminopropyl)3-mercapto-benzamide